FC1=C(C(=O)N2CCCCC2)C=C(C=C1)CC1=NNC(C2=CC=CC=C12)=O (2-fluoro-5-((4-oxo-3,4-dihydrophthalazin-1-yl)methyl)benzoyl)piperidine